C(#N)C1(CC1)C1=NC=C(C=C1C1=CC=C(C=C1)[C@H](CO)NC(=O)NC=1N=C(SC1)C#C)F (R)-1-(1-(4-(2-(1-cyanocyclopropyl)-5-fluoropyridin-3-yl)phenyl)-2-hydroxy-ethyl)-3-(2-ethynyl-thiazol-4-yl)urea